ClC1=C(C=C(C=C1)Cl)N1CCN(CC1)CC=1C=C2C(N(C(C2=CC1)=O)N1C(NC(CC1)=O)=O)=O 5-((4-(2,5-dichlorophenyl)piperazin-1-yl)methyl)-2-(2,4-dioxotetrahydropyrimidin-1(2H)-yl)isoindoline-1,3-dione